COC(C1=C(C=NC=C1)F)=O.OC1C(NC(N1CC1=CC(=CC=C1)[N+](=O)[O-])=O)=O 5-hydroxy-1-(3-nitrobenzyl)hydantoin methyl-3-fluoroisonicotinate